ClC1=CC(=C(C=C1)C1(OC2=C(O1)C=CC=C2C2CCN(CC2)CC2=NC=C(C#N)C=C2CCS(=O)(=O)C)C)F 6-((4-(2-(4-chloro-2-fluorophenyl)-2-methylbenzo[d][1,3]dioxol-4-yl)piperidin-1-yl)methyl)-5-(2-(methyl-sulfonyl)ethyl)nicotinonitrile